3-((tert-butyldimethylsilyloxy)prop-1-en-2-yl)-2-chloro-6-(trifluoromethyl)pyrimidine [Si](C)(C)(C(C)(C)C)OCC(=C)N1C(N=C(C=C1)C(F)(F)F)Cl